2-Hexadecanone CC(CCCCCCCCCCCCCC)=O